OC=1C=CC=C(C=CC=O)C1 5-hydroxycinnamaldehyde